ClC1=NC=CN=C1C1=C(C=CC=C1)CC 2-chloro-3-(2-ethylphenyl)pyrazine